CC=1CC(C=C2C1C(C(O2)=O)=O)(Cl)C 4,6-dimethyl-6-chlorobenzofuran-2,3-dione